(9Z)-9-dodecenal C(CCCCCCC\C=C/CC)=O